N-(1-(2-(1,1-difluoroethyl)pyrimidin-4-yl)-3-(3-(dimethylamino)pyrrolidin-1-yl)-1H-pyrazolo[4,3-c]pyridin-6-yl)acetamide FC(C)(F)C1=NC=CC(=N1)N1N=C(C=2C=NC(=CC21)NC(C)=O)N2CC(CC2)N(C)C